C1(=CC=CC=C1)C1=NC(=NC(=N1)C1=CC=CC=C1)C1=CC=C2C=3C=CC(=CC3C(C2=C1)(C)C)C(=O)O (7-(4,6-diphenyl-1,3,5-triazin-2-yl)-9,9-dimethyl-9H-fluoren-2-yl)carboxylic acid